CC1(CCN(CC1)C(=O)N)C1=NOC(=N1)[C@H]1[C@H](C1)C 4-methyl-4-{5-[(1R,2S)-2-methylcyclopropyl]-1,2,4-oxadiazol-3-yl}piperidine-1-carboxamide